The molecule is a member of the class of pyrazoles that is 1H-pyrazole which is substituted at positions 1, 3 and 4 by a pyridin-3-yl group, chloro group and an ethyl{3-[(3,3,3-trifluoropropyl)sulfanyl]propanoyl}nitrilo group, respectively. It is an insecticide from Dow AgroSciences LLC. It has a role as an insecticide. It is an organofluorine compound, a member of pyrazoles, a member of pyridines, a tertiary carboxamide, an organic sulfide and an organochlorine compound. CCN(C1=CN(N=C1Cl)C2=CN=CC=C2)C(=O)CCSCCC(F)(F)F